nitrovinyl-indole [N+](=O)([O-])C=CC=1NC2=CC=CC=C2C1